NC1=NC=2C=C(C=CC2C2=C1COC2)CN(C(=O)C=2C=NC(=NC2)C2CC2)C2=C(C=CC=C2)COC N-({4-amino-1H,3H-furo[3,4-c]quinolin-7-yl}methyl)-2-cyclopropyl-N-[2-(methoxymethyl)phenyl]pyrimidine-5-carboxamide